Cl.BrC1=C(C=C(C=C1)C1C(C1)N)F 2-(4-bromo-3-fluorophenyl)cyclopropanamine hydrochloride